C(#N)C1=CC=C(OC[C@H](C(=O)OC)O)C=C1 (R)-methyl 3-(4-cyanophenoxy)-2-hydroxypropionate